1-(5-aminopyridin-2-yl)-2-(4-bromopyridin-2-yl)-2-methylpropan-1-one NC=1C=CC(=NC1)C(C(C)(C)C1=NC=CC(=C1)Br)=O